8-fluoro-3-(3-(3-hydroxy-8-azabicyclo[3.2.1]octan-8-yl)-3-oxopropyl)-5-methylisoquinolin-1(2H)-one FC=1C=CC(=C2C=C(NC(C12)=O)CCC(=O)N1C2CC(CC1CC2)O)C